Tert-butyl (R)-2-(2-(2-fluorophenyl)-6-oxo-5-((1-(2-phenyloxazol-4-yl)ethyl) amino)pyrimidin-1(6H)-yl)acetate FC1=C(C=CC=C1)C=1N(C(C(=CN1)N[C@H](C)C=1N=C(OC1)C1=CC=CC=C1)=O)CC(=O)OC(C)(C)C